(E)-5-chloro-7-(2-methoxyethoxy)-1-(4-(2-methoxyethoxy)but-2-en-1-yl)-1H-pyrazolo[4,3-d]pyrimidine ClC=1N=C(C2=C(N1)C=NN2C\C=C\COCCOC)OCCOC